1-amino-5-chloro-2,3-dihydro-1H-inden-2-ol NC1C(CC2=CC(=CC=C12)Cl)O